[N+](=O)([O-])C1=CC=C(C=C1)S(=O)(=O)CCOCCOCCOCCNC(OC(C)(C)C)=O tert-butyl N-[2-(2-{2-[2-(4-nitrobenzenesulfonyl)ethoxy]ethoxy} ethoxy)ethyl]carbamate